CN1N=C(C=C1CN1CCC(CC1)OC1=C2C(=NC=C1)C=CS2)O 1-methyl-5-((4-(thieno[3,2-b]pyridin-7-yloxy)piperidin-1-yl)methyl)-1H-pyrazol-3-ol